C(#N)C=1C=NC2=CC(=C(C=C2C1N1CCN(CCC1)C(=O)OC(C)(C)C)OC)OC tert-butyl 4-(3-cyano-6,7-dimethoxyquinolin-4-yl)-1,4-diazepan-1-carboxylate